C1(=CC=CC=C1)OC(=O)N1CCN(CC1)C1(CCOCC1)C1=CC=C(C=C1)C#N 4-[4-(4-cyanophenyl)tetrahydro-2H-pyran-4-yl]Piperazine-1-Carboxylic acid phenyl ester